ClC=1C=C(C=CC1F)NC1=NC=NC2=CC(=C(C=C12)OC1CCN(CC1)C(=O)CCOC)OC 4-[(3-chloro-4-fluoro-phenyl)amino]-6-{1-[(2-methoxyethyl)carbonyl]-piperidin-4-yloxy}-7-methoxy-quinazoline